tert-butyl (R)-3-((5-(5-methyloxazol-2-yl)-1-((2-(trimethylsilyl)ethoxy)methyl)-1H-pyrrolo[2,3-b]pyridin-4-yl)amino)piperidine-1-carboxylate CC1=CN=C(O1)C=1C(=C2C(=NC1)N(C=C2)COCC[Si](C)(C)C)N[C@H]2CN(CCC2)C(=O)OC(C)(C)C